1,8-naphthyridin-3-amine hydrochloride Cl.N1=CC(=CC2=CC=CN=C12)N